CC1OCCC2=C1NN=C2C(=O)OCC ethyl 7-methyl-1,4,5,7-tetrahydropyrano[3,4-c]pyrazole-3-carboxylate